C12(CC(C1)C2)NS(=O)(=O)C2=CC=C(C=C2)NC([C@H](CC2=CC=CC=C2)NC(C2=NC=C(C=C2)F)=O)=O (S)-N-(1-(4-(N-bicyclo[1.1.1]pentan-1-ylsulfamoyl)phenylamino)-1-oxo-3-phenylpropan-2-yl)-5-fluoropicolinamide